COCOC1=CC=C2C=NNC2=C1C#N 6-(methoxymethoxy)-1H-indazole-7-carbonitrile